(R)-N-(pyrrolidin-3-yl)-1,8-naphthyridin-3-amine hydrochloride Cl.N1C[C@@H](CC1)NC=1C=NC2=NC=CC=C2C1